4-(2-acetoxy-ethyl)phenol C(C)(=O)OCCC1=CC=C(C=C1)O